N12CCN(CCN(CCN(CC1)CP(O)(O)=O)CC2)CP(O)(O)=O ((1,4,7,10-tetraazabicyclo[5.5.2]tetradecane-4,10-diyl)bis(methylene))bis(phosphonic acid)